C(C1=CC=CC=C1)ON1C(C=2N(N=C3C=CC=CC23)CC1)=O (benzyloxy)-1H,2H,3H,4H-pyrazino[1,2-b]indazol-1-one